3-(4,4-difluoro-3-methylpiperidin-1-yl)-5,6,7,8-tetrahydroquinoxaline-2-carboxylic acid ethyl ester C(C)OC(=O)C1=NC=2CCCCC2N=C1N1CC(C(CC1)(F)F)C